FC(C1=C(C=NN1C)[N+](=O)[O-])F 5-(difluoromethyl)-1-methyl-4-nitro-1H-pyrazole